2,4-dichloro-7-(6-((2R,6S)-2,6-dimethylmorpholino)pyridin-3-yl)-5,5-dimethyl-5,7-dihydro-6H-pyrrolo[2,3-d]pyrimidin-6-one ClC=1N=C(C2=C(N1)N(C(C2(C)C)=O)C=2C=NC(=CC2)N2C[C@H](O[C@H](C2)C)C)Cl